NC=1C=2N(C=CN1)C(=NC2C2=CC(=C(C=C2)NC(=O)NC2=CC(=NN2C2=CC(=C(C=C2)C)F)C(C)(C)C)F)C2CC2 1-(4-(8-amino-3-cyclopropylimidazo[1,5-a]pyrazin-1-yl)-2-fluorophenyl)-3-(3-(tert-butyl)-1-(3-fluoro-4-methylphenyl)-1H-pyrazol-5-yl)urea